C(CCCCCCC)(=O)[O-] Caprylate